4-fluoro-2-methyl-phenol FC1=CC(=C(C=C1)O)C